tungsten oxysulfide O=S.[W]